Methyl (S)-10-(4-aminobutyl)-1-[(α-D-mannopyranosyl)oxy]-6-[2-({2-[(α-D-mannopyranosyl)oxy]ethyl}amino)-2-oxoethyl]-4,8,11-trioxo-3,6,9,12-tetraazaoctadecan-18-oate NCCCC[C@H](NC(CN(CC(NCCO[C@@H]1[C@@H](O)[C@@H](O)[C@H](O)[C@H](O1)CO)=O)CC(=O)NCCO[C@@H]1[C@@H](O)[C@@H](O)[C@H](O)[C@H](O1)CO)=O)C(NCCCCCC(=O)OC)=O